N1CC(C1)OC=1C=C2CN(C(C2=CC1)=O)C1C(NC(CC1)=O)=O 3-(5-(azetidin-3-yloxy)-1-oxoisoindolin-2-yl)piperidine-2,6-dione